((5-(4-isopropylphenyl)-1-methyl-1H-1,2,4-triazol-3-yl)methyl)spiro[isochroman-1,4'-piperidine] C(C)(C)C1=CC=C(C=C1)C1=NC(=NN1C)CN1CCC2(CC1)OCCC1=CC=CC=C12